6-(1-(cyclopropylmethyl)-1H-pyrazol-4-yl)-N-(4-((3S,4r,5R)-4-hydroxy-3,4,5-trimethylpiperidin-1-yl)-6-methylpyridin-2-yl)picolinamide C1(CC1)CN1N=CC(=C1)C1=CC=CC(=N1)C(=O)NC1=NC(=CC(=C1)N1C[C@@H](C([C@@H](C1)C)(C)O)C)C